ClC=1C=C(C2=C(OC(OC2C)(C)C2CCC(CC2)NC2CC(C2)(F)F)C1)C(=O)OC Methyl 7-chloro-2-(4-((3,3-difluorocyclobutyl) amino) cyclohexyl)-2,4-dimethylbenzo[d][1,3]dioxan-5-carboxylate